[2-(3,4-dimethoxyphenyl)-ethyl]methylamine COC=1C=C(C=CC1OC)CCNC